(S)-2-((S)-3-Methyl-morpholin-4-yl)-9-(3-methyl-2-oxobutyl)-8-trifluoromethyl-6,7,8,9-tetrahydro-pyrimido[1,2-a]-pyrimidin-4-one C[C@@H]1N(CCOC1)C=1N=C2N(C(C1)=O)CC[C@H](N2CC(C(C)C)=O)C(F)(F)F